C(C)C1=C(C=CC=C1)NC(CSC(=O)NNC([C@@H](NC(=O)OC(C)(C)C)CC1=CNC2=CC=CC=C12)=O)=O N-[(1,1-Dimethylethoxy)carbonyl]-L-tryptophan-2-[[[2-[(2-ethylphenyl)amino]-2-oxoethyl]thio]carbonyl]hydrazide